benzyl (3-((methylsulfonyl)methyl)bicyclo[1.1.1]pentan-1-yl)carbamate CS(=O)(=O)CC12CC(C1)(C2)NC(OCC2=CC=CC=C2)=O